C(CCCCCC)OP(O)(O)=O n-heptylphosphoric acid